[NH4+].C(C)(C)[NH2+]C(C)C.N1N=NN=C1 1H-tetrazole diisopropyl-ammonium salt ammonium